2,5-dipropyl-hydroquinone C(CC)C1=C(O)C=C(C(=C1)O)CCC